tert-Butyl (S)-3-(((tert-butoxycarbonyl)(6-((5-(2,6-difluorophenoxy)pentyl)oxy)benzo[d]oxazol-2-yl)amino)methyl)pyrrolidine-1-carboxylate C(C)(C)(C)OC(=O)N(C=1OC2=C(N1)C=CC(=C2)OCCCCCOC2=C(C=CC=C2F)F)C[C@@H]2CN(CC2)C(=O)OC(C)(C)C